1-(9Z-hexadecenoyl)-2-pentadecanoyl-glycero-3-phosphocholine CCCCCCCCCCCCCCC(=O)O[C@H](COC(=O)CCCCCCC/C=C\CCCCCC)COP(=O)([O-])OCC[N+](C)(C)C